BrC=1C(=C(COC2=CC(=C(C=3CCCC23)C=O)O)C=CC1)C 7-((3-bromo-2-methylbenzyl)oxy)-5-hydroxy-2,3-dihydro-1H-indene-4-carbaldehyde